CC1=CC=C(C=C1)C1=CC(=CC=C1)N1C(N(C2=C1C=NC=C2)C=2C=C(C=CC2)NC(C=C)=O)=O N-(3-(3-(4'-methyl-[1,1'-biphenyl]-3-yl)-2-oxo-2,3-dihydro-1H-imidazo[4,5-c]pyridin-1-yl)phenyl)acrylamide